CN(C)CC1(CC1)COC=1N=C(C2=C(N1)CN(C2)C(=O)C2=CC(=CC1=CC=CC(=C21)I)O)N2CCOCC(C2)CO (2-((1-((dimethylamino)methyl)cyclopropyl)methoxy)-4-(6-(hydroxymethyl)-1,4-oxazepan-4-yl)-5,7-dihydro-6H-pyrrolo[3,4-d]pyrimidin-6-yl)(3-hydroxy-8-iodonaphthalen-1-yl)methanone